NC[C@H](C(=O)NC=1SC(=C(N1)C)C(=O)OCCC)O propyl 2-[[(2R)-3-amino-2-hydroxy-propanoyl]amino]-4-methyl-thiazole-5-carboxylate